FC(C=1C(=NC=C(C1)N=C(C1=CC=CC=C1)C1=CC=CC=C1)C(=O)N(C)C)F 3-(difluoromethyl)-5-((diphenylmethylene)amino)-N,N-dimethylpyridinamide